5-bromo-2-chloro-pyridine-4-carbonitrile BrC=1C(=CC(=NC1)Cl)C#N